C(C)(C)(C)OC(N(C)CCOC(CC1=C(N=NC(=C1C)Cl)Cl)CO)=O (2-{[1-(3,6-dichloro-5-methylpyridazin-4-yl)-3-hydroxypropan-2-yl]Oxy}ethyl)-N-methylcarbamic acid tert-butyl ester